tert-Butyl 2-((8-(1-(tert-butoxycarbonylamino)propan-2-yl)-3,7-dimethyl-2,6-dioxo-2,3-dihydro-6H-purin-1(7H)-yl)methyl)-4-chloro-1H-indole-1-carboxylate C(C)(C)(C)OC(=O)NCC(C)C1=NC=2N(C(N(C(C2N1C)=O)CC=1N(C2=CC=CC(=C2C1)Cl)C(=O)OC(C)(C)C)=O)C